C1(CC1)C#CC=1C(=NC(=NC1)NC=1C=NN(C1)C)NC=1C=C(C=CC1F)NC(C=C)=O N-(3-{[5-(2-cyclopropylethynyl)-2-[(1-methyl-1H-pyrazol-4-yl)amino]pyrimidin-4-yl]amino}-4-fluorophenyl)prop-2-enamide